1'-(2-{4-[methyl(methylimino)oxo-λ6-sulfanyl]phenoxy}ethyl)-2-oxo-1,2-dihydrospiro[indole-3,4'-piperidine]-5-carbonitrile CS(C1=CC=C(OCCN2CCC3(CC2)C(NC2=CC=C(C=C23)C#N)=O)C=C1)(=O)=NC